2,5-dibromo-3-butyldibromothiophene BrC=1S(C(=CC1CCCC)Br)(Br)Br